CN1C(=NN=C1)C1CCN(CC1)C1=C(C#N)C=CC=C1C1=CN=NC=C1 2-[4-(4-methyl-4H-1,2,4-triazol-3-yl)piperidin-1-yl]-3-(pyridazin-4-yl)benzonitrile